1-bromo-3-chloro-5-(2-chloroallyloxy)benzene Potassium (1-(4-((tert-butoxycarbonyl)amino)-1H-pyrazol-1-yl)ethyl)trifluoroborate C(C)(C)(C)OC(=O)NC=1C=NN(C1)C(C)[B-](F)(F)F.[K+].BrC1=CC(=CC(=C1)OCC(=C)Cl)Cl